1-(2,5-dimethylphenyl)-3-(1-(4-hydroxyphenyl)piperidin-3-yl)urea CC1=C(C=C(C=C1)C)NC(=O)NC1CN(CCC1)C1=CC=C(C=C1)O